ClC=1C(=C(C=CC1F)NC1=NC=NC2=CC(=CC(=C12)OC(C)(C)C1=NC=CC=N1)C=1SC=CN1)F N-(3-chloro-2,4-difluorophenyl)-5-((2-(pyrimidin-2-yl)propan-2-yl)oxy)-7-(thiazol-2-yl)quinazolin-4-amine